2-(3-chlorophenyl)-2-(1-(4-ethoxypiperidine-1-carbonyl)piperidin-4-ylidene)acetonitrile ClC=1C=C(C=CC1)C(C#N)=C1CCN(CC1)C(=O)N1CCC(CC1)OCC